S1N=CC=C1CN1C=NC2=C1C=C(C=C2)C(=O)O (isothiazol-5-ylmethyl)-1H-benzo[d]imidazole-6-carboxylic acid